C(C)(C)(C)N1C(C[C@@H](C1)CN1N=C2N=C(C=CC2=C1)C1=C(C=C(C=C1C)C(F)(F)F)O)=O (S)-1-(tert-butyl)-4-((6-(2-hydroxy-6-methyl-4-(trifluoromethyl)phenyl)-2H-pyrazolo[3,4-b]pyridin-2-yl)methyl)pyrrolidin-2-one